NC1=C(C=C(C=N1)C=1C=C2N(N1)CCC21CN(CC1)C(=O)NC(C)(C)C1=C(C=NC=C1)Cl)C#N 2'-(6-amino-5-cyanopyridin-3-yl)-N-[2-(3-chloropyridin-4-yl)propan-2-yl]-5',6'-dihydrospiro[pyrrolidine-3,4'-pyrrolo[1,2-b]pyrazole]-1-carboxamide